COC1=C(C=C(C=C1)CCN)C 2-(4-methoxy-3-methylphenyl)ethylamine